C(C1=CC=CC=C1)N1C(=NC2=C1CN([C@@H](C2)C(=O)OCC2=CC=CC=C2)C(C)C)C(C2=C(C=C(C=C2)Br)F)=O benzyl (S)-3-benzyl-2-(4-bromo-2-fluorobenzoyl)-5-isopropyl-4,5,6,7-tetrahydro-3H-imidazo[4,5-c]pyridine-6-carboxylate